FC(C1=NN(C=N1)C1CC2(CN(C2)C(=O)N2CC3(C2)CN(C3)CC3=NN(C=C3)CCC(F)(F)F)C1)(F)F [6-[3-(trifluoromethyl)-1,2,4-triazol-1-yl]-2-azaspiro[3.3]heptan-2-yl]-[6-[[1-(3,3,3-trifluoropropyl)pyrazol-3-yl]methyl]-2,6-diazaspiro[3.3]heptan-2-yl]methanone